3-(5-chloro-1-(3-((2R,3S)-3-hydroxypiperidin-2-yl)propyl)-1H-benzo[d]imidazol-7-yl)furan-2-carboxylic acid ethyl ester C(C)OC(=O)C=1OC=CC1C1=CC(=CC2=C1N(C=N2)CCC[C@H]2NCCC[C@@H]2O)Cl